C(CCC)N[C@H]1[C@@H]([C@]2(C)[C@@H](C1)[C@@H]1CC=C3C[C@H](CC[C@]3(C)[C@H]1CC2)O)C(C)(C)O 16α-butylamino-17β-(1-hydroxy-1-methyl-ethyl)androsta-5-en-3β-ol